O=C1NN(CC1)C(=O)OC methyl 3-oxopyrazolidine-1-carboxylate